CN([C@H](COC=1C=CC(=C(C(=O)NC2(CC2)C2=C3C=CC=NC3=CC(=C2)OC)C1)C)C)C (S)-5-(2-(Dimethylamino)propoxy)-N-(1-(7-methoxyquinolin-5-yl)cyclopropyl)-2-methylbenzamide